C(C)SC=1OC2=C(C=C(C=C2C(C1)=O)C)C(C)NC1=C(C(=O)OC)C=C(C=C1)F methyl 2-((1-(2-(ethylthio)-6-methyl-4-oxo-4H-chromen-8-yl)ethyl)amino)-5-fluorobenzoate